N1=NC=C2C=CC=3C(=C12)N=CN3 IMIDAZOLO-INDAZOL